O([C@@H]1[C@H](O)[C@@H](O)[C@H](O)[C@H](O1)CO)CCCCCCCC Octyl α-D-glucopyranoside